N-undecyl-N',N'-dihexylurea C(CCCCCCCCCC)NC(=O)N(CCCCCC)CCCCCC